OC1CN(C1)C=1C=CC(=NC1)NC=1C=CC(=C2CNC(C12)=O)C1=CN=C2N1C=CN=C2 7-((5-(3-hydroxyazetidin-1-yl)pyridin-2-yl)amino)-4-(imidazo[1,2-a]pyrazin-3-yl)isoindolin-1-one